C1(=NCCC2=CC=CC=C12)C1CC(NCC1)=O 4-(3,4-dihydroisoquinolin-1-yl)piperidin-2-one